4-amino-N-(2-methoxyethyl)-N-methylbenzenesulfonamide NC1=CC=C(C=C1)S(=O)(=O)N(C)CCOC